toluene-sulfinic acid CC1=CC=C(C=C1)S(=O)O